ethyl (Z)-16-hydroxyhexadec-10-enoate OCCCCC\C=C/CCCCCCCCC(=O)OCC